N-(4-thiophen-2-yl-phenyl)-N,N-bis{4-(2-phenyl-benzooxazol-6-yl)-phenyl}-amine S1C(=CC=C1)C1=CC=C(C=C1)N(C1=CC=C(C=C1)C1=CC2=C(N=C(O2)C2=CC=CC=C2)C=C1)C1=CC=C(C=C1)C1=CC2=C(N=C(O2)C2=CC=CC=C2)C=C1